ethyl 6-[4-(3-hydroxy-2-pyridyl)piperazin-1-yl]-2-azaspiro[3.4]octane-2-carboxylate OC=1C(=NC=CC1)N1CCN(CC1)C1CC2(CN(C2)C(=O)OCC)CC1